FC1(CC12CC(C2)N)F 1,1-difluorospiro[2.3]hexan-5-amine